3-(methacryloylamino)propyl-trimethylammonium chloride [Cl-].C(C(=C)C)(=O)NCCC[N+](C)(C)C